C(CCC)C(=CCC)CCCC dibutyl-butene